C(=O)[O-].NNC(=[NH2+])N aminoguanidinium formate